FC1(CN(CC1OC1=NC=C(C=C1)C(F)(F)F)C=1C=2N(N=C(C1)C=1C(NC(NC1)=O)=O)N=CN2)F 5-(8-(3,3-difluoro-4-((5-(trifluoromethyl)pyridin-2-yl)oxy)pyrrolidin-1-yl)-[1,2,4]triazolo[1,5-b]pyridazin-6-yl)pyrimidine-2,4(1H,3H)-dione